C(C1=CC=CC=C1)SC1=C(C=CC=C1OCOC)OC 2-(benzylsulfanyl)-1-methoxy-3-(methoxymethoxy)benzene